BrC1=C(C(=CC2=C1[C@@H]([C@](O2)(C2=CC=CC=C2)C2N(C2)S(=O)(=O)C(C)(C)C)C)F)Cl 2-((2S,3S)-4-bromo-5-chloro-6-fluoro-3-methyl-2-phenyl-2,3-dihydrobenzofuran-2-yl)-1-(tert-butylsulfonyl)aziridine